2-(3-((R)-1-((2,7-dimethyl-6-(((S)-tetrahydrofuran-3-yl)oxy)-7H-pyrazolo[3,4-h]quinazolin-4-yl)amino)ethyl)phenyl)-2,2-difluoroethan-1-ol CC1=NC2=C3C(=C(C=C2C(=N1)N[C@H](C)C=1C=C(C=CC1)C(CO)(F)F)O[C@@H]1COCC1)N(N=C3)C